COC(=O)C1=C(NC=2C[C@H](CC(C2[C@@H]1C1=CC(=CC=C1)O)=O)C=1SC=CC1)C (4S,7R)-4-(3-hydroxyphenyl)-2-methyl-5-oxo-7-(2-thienyl)-1,4,5,6,7,8-hexahydro-3-quinolinecarboxylic acid methyl ester